[SH3+].B(F)(F)F boron fluoride sulfonium salt